4-(4-(4-phenylpiperazin-1-yl)phenyl)oxazolidin-2-one C1(=CC=CC=C1)N1CCN(CC1)C1=CC=C(C=C1)C1NC(OC1)=O